3-(2-Aminoethylamino)propyl-dimethoxymethyl-silane NCCNCCC[SiH2]C(OC)OC